(1r,4r)-4-((5-(3-(difluoromethyl)imidazo[1,2-a]pyrimidin-6-yl)-4-methoxypyrrolo[2,1-f][1,2,4]triazin-2-yl)amino)-1-methylcyclohexan-1-ol FC(C1=CN=C2N1C=C(C=N2)C=2C=CN1N=C(N=C(C12)OC)NC1CCC(CC1)(O)C)F